2-(1,3-Dioxopentan-2-yl)-4-methoxy-6-methyl-3-nitropyridine O=CC(C(CC)=O)C1=NC(=CC(=C1[N+](=O)[O-])OC)C